(4-(5-(1-methyl-1H-imidazol-4-yl)benzo[d]oxazol-2-yl)pyridin-2-yl)methanone CN1C=NC(=C1)C=1C=CC2=C(N=C(O2)C2=CC(=NC=C2)C=O)C1